4-[[(2S,3s,4r,5s)-3-(3,4-difluoro-2-hydroxy-phenyl)-4,5-dimethyl-5-(trifluoromethyl)tetrahydrofuran-2-carbonyl]amino]-1-oxo-pyridin-1-ium-2-carboxamide FC=1C(=C(C=CC1F)[C@H]1[C@H](O[C@@]([C@@H]1C)(C(F)(F)F)C)C(=O)NC1=CC([N+](C=C1)=O)C(=O)N)O